N-benzyl-N'-cyclohexylcarbodiimide C(C1=CC=CC=C1)N=C=NC1CCCCC1